1,1-bis(phenylsulfonyl)ethylene C1(=CC=CC=C1)S(=O)(=O)C(=C)S(=O)(=O)C1=CC=CC=C1